N1(CCOCC1)C(=O)NCCCCCCCCCCCCCC(=O)O 14-(morpholine-4-carboxamido)tetradecanoic acid